4-((2-((3S,4R)-3-Amino-4-fluoropiperidin-1-yl)-1H-benzo[d]imidazol-1-yl)methyl)benzonitril N[C@H]1CN(CC[C@H]1F)C1=NC2=C(N1CC1=CC=C(C#N)C=C1)C=CC=C2